BrC=1N=C(C(=NC1Cl)/N=C/NO)C (E)-N'-(5-bromo-6-chloro-3-methylpyrazin-2-yl)-N-hydroxymethanimidamide